4-ethyl-2,6,6-trimethyl-1,3-cyclohexadiene C(C)C1=CC(=CC(C1)(C)C)C